NC1=C(C=NN1CC(F)F)S(=O)(=O)NC=1C=CC(=C2C(=CNC12)C#N)Cl 5-amino-N-(4-chloro-3-cyano-1H-indol-7-yl)-1-(2,2-difluoroethyl)pyrazole-4-sulfonamide